Cl.COC=1C=C2C(=NC=NC2=CC1OC)N1CCN(CCC1)S(=O)(=O)N 4-(6,7-dimethoxyquinazolin-4-yl)-1,4-diazepan-1-sulfonamide hydrochloride